ClC=1C=NC(=NC1)CN1C(=NC(=C1)C=O)C1=CC=C(C=C1)F 1-[(5-chloropyrimidin-2-yl)methyl]-2-(4-fluorophenyl)imidazole-4-carbaldehyde